Phosphonthioat P([O-])([O-])=S